(S)-2-((S)-4,4-Difluoroisochroman-1-yl)pyrrolidine FC1(CO[C@@H](C2=CC=CC=C12)[C@H]1NCCC1)F